(2S)-2-[4-bromo-5-fluoro-2-(4-ethoxy-4,5-dihydroisoxazol-3-yl)phenoxy]propionic acid methyl ester COC([C@H](C)OC1=C(C=C(C(=C1)F)Br)C1=NOCC1OCC)=O